ClCCOC(C)OCCCl bis-(2-chloroethoxy)-ethane